OC=1C(=C2C(=C(N(C2=CC1)C1=CC=CC=C1)C1=CC=C(C=C1)OC)C(=O)NC)CN1CCCCC1 hydroxy-2-(4-methoxyphenyl)-N-methyl-1-phenyl-4-(piperidin-1-ylmethyl)-1H-indole-3-carboxamide